N1-(2-aminoethyl)-N1-(aminomethyl)ethane-1,2-diamine NCCN(CCN)CN